C(C)(CC)N1N=CC=2N=C(N=C(C21)N[C@@H](C=2C=NC1=CC=CC=C1C2)C2CC2)N2CCN(CC2)CC(=O)N 2-(4-{1-sec-Butyl-7-[((R)-cyclopropyl-quinolin-3-yl-methyl)-amino]-1H-pyrazolo[4,3-d]pyrimidin-5-yl}-piperazin-1-yl)-acetamid